(2s,3s)-bis(dicyclohexylphosphino)butane tert-butyl-4-(6-phenyl-2-(pyridin-4-ylamino)pyrimidin-4-yl)-dihydropyridine-1(2H)-carboxylate C(C)(C)(C)OC(=O)N1CCC(C=C1)C1=NC(=NC(=C1)C1=CC=CC=C1)NC1=CC=NC=C1.C1(CCCCC1)P(C1CCCCC1)[C@H]([C@H](C)P(C1CCCCC1)C1CCCCC1)C